CC1=CC=C(C=C1)S(=O)(=O)O.F[C@@H]1[C@@H](C1)N (1R,2S)-2-fluorocyclopropylamine 4-methylbenzenesulfonate